(3R)-1-butyl-2,5-dioxo-3-((1R)-1-hydroxy-1-cyclopentylmethyl)-9-(4-(4-carboxy-2-ethoxyphenoxy)phenylmethyl)-1,4,9-triazaspiro[5.5]undecane C(CCC)N1C([C@H](NC(C12CCN(CC2)CC2=CC=C(C=C2)OC2=C(C=C(C=C2)C(=O)O)OCC)=O)[C@@H](C2CCCC2)O)=O